3-(4-amino-2-(1-(pyridin-2-yl)ethyl)-7-(pyrimidin-4-yl)-2H-[1,2,3]triazolo[4,5-c]pyridin-6-yl)benzonitrile NC1=NC(=C(C=2C1=NN(N2)C(C)C2=NC=CC=C2)C2=NC=NC=C2)C=2C=C(C#N)C=CC2